BrC=1C=C(C=CC1)N1N=C(C=2CCCC(C12)OC1=CC=C(C(=O)OC(C)(C)C)C=C1)C(F)(F)F tert-butyl 4-[[1-(3-bromophenyl)-3-(trifluoromethyl)-4,5,6,7-tetrahydroindazol-7-yl]oxy]benzoate